hexene azelate C(CCCCCCCC(=O)O)(=O)O.C=CCCCC